ClC1=CC=C(C=N1)NC1=NC=CC2=CC(=CC=C12)OC(CN1CCOCC1)C N-(6-chloropyridin-3-yl)-6-((1-morpholinopropan-2-yl)oxy)isoquinolin-1-amine